2-chlorofluoroethane ClCCF